D-2,4-diaminobutyric acid N[C@@H](C(=O)O)CCN